C(C)(C)C1=C(N=C(N1)CC1=CC(=CC=C1)OC(F)(F)F)C=C1C(NCC(N1)=O)=O (5-isopropyl-1-(3-trifluoromethoxybenzylimidazole-4-yl)methylene)piperazine-2,5-dione